4-(3-aminocyclohex-1-en-1-yl)-3-chloro-5-fluoro-2-methyl-1H-indole-7-carboxamide hydrochloride Cl.NC1C=C(CCC1)C1=C2C(=C(NC2=C(C=C1F)C(=O)N)C)Cl